COC1=CC=C(C(C2=CC=C(C=C2)OC)(C2=CC=CC=C2)OC[C@@H]2[C@H]([C@H]([C@@H](O2)N2C(=O)N=C(NC(C)=O)C=C2)OC)O)C=C1 5'-O-(4,4'-Dimethoxytrityl)-N4-acetyl-2'-O-methyl-cytidine